2-(4-chlorobenzyl)-7-methyl-5-[3-(3-methyl-piperazin-1-ylmethyl)-[1,2,4]oxadiazol-5-yl]-2,3-dihydro-isoindol-1-one ClC1=CC=C(CN2C(C3=C(C=C(C=C3C2)C2=NC(=NO2)CN2CC(NCC2)C)C)=O)C=C1